2-((5-Fluoro-2-methyl-4-(1-methyl-1H-imidazol-4-yl)phenyl)amino)-7-methyl-9-(tetrahydro-2H-Pyran-4-yl)-7,9-dihydro-8H-purin-8-one FC=1C(=CC(=C(C1)NC1=NC=C2N(C(N(C2=N1)C1CCOCC1)=O)C)C)C=1N=CN(C1)C